Br[C@H]1[C@@H](C[C@@H](CC1)C(=O)O)O (1R,3R,4R)-4-bromo-3-hydroxycyclohexyl-formic acid